[N+](=O)([O-])C=1C(=NC(=NC1)Cl)Cl 5-nitro-2,4-dichloropyrimidine